2-trans-phenylcyclopropylamine C1(=CC=CC=C1)NC1CC1